aluminium tri-secbutoxide CC([O-])CC.CC([O-])CC.CC([O-])CC.[Al+3]